C1(CC1)NC(=O)C1=C(C=C(C=C1OC)C1=CN=C2N1C=CC(=C2)OC(C(=O)OCC)(C)C)OC(F)F ethyl 2-[3-[4-(cyclopropylcarbamoyl)-3-(difluoromethoxy)-5-methoxy-phenyl]imidazo[1,2-a]pyridin-7-yl]oxy-2-methyl-propanoate